(4R)-4-[3-[3-[6-(N-Methyl-anilino)-3-pyridyl]azetidin-1-yl]-3-oxo-propyl]oxazolidin-2-one CN(C1=CC=CC=C1)C1=CC=C(C=N1)C1CN(C1)C(CC[C@H]1NC(OC1)=O)=O